O1C2=C(NC(C1)C1=C(C=C(C=C1)NC(OC(C)(C)C)=O)F)C=CC=C2 tert-butyl (4-(3,4-dihydro-2H-benzo[b][1,4]oxazin-3-yl)-3-fluorophenyl)carbamate